(3-fluorophenyl)cyclopropanamine FC=1C=C(C=CC1)C1(CC1)N